CC(=O)NCCC1=CNC2C=CC(O)=CC1=2 N-ACETYLSEROTONIN